NC1=CC=C(O[C@@H]2[C@H]([C@H]([C@@H]([C@H](O2)CCS(=O)(=O)O)O)O)O)C=C1 2-[(2R,3S,4S,5S,6R)-6-(4-aminophenoxy)-3,4,5-trihydroxyoxan-2-yl]ethane-1-sulfonic acid